N-(4-(((2S,4R)-2-methyl-1-propionyl-1,2,3,4-tetrahydroquinolin-4-yl)amino)phenyl)octanamide C[C@@H]1N(C2=CC=CC=C2[C@@H](C1)NC1=CC=C(C=C1)NC(CCCCCCC)=O)C(CC)=O